Cis-diiodo-ammonia INI